2-(trifluoromethyl)-3,4-furandicarboxylic acid FC(C=1OC=C(C1C(=O)O)C(=O)O)(F)F